COCC(O)C1=NC=CC=C1 2-Methoxy-1-(2-pyridyl)ethanol